C(C)(=O)N1[C@@H](C[C@H](C1)F)C(=O)N[C@H](C1=NC(=C(C=C1)C(C)C)F)C1=CC(=CC=C1)C1=CC(=NN1C)C |o1:12| (2S,4R)-1-acetyl-N-[(S) or (R)-[3-(1,3-dimethyl-1H-pyrazol-5-yl)phenyl][6-fluoro-5-(propan-2-yl)pyridin-2-yl]methyl]-4-fluoropyrrolidine-2-carboxamide